N-propyl-urea C(CC)NC(=O)N